C(C1=CC=CC=C1)NCC1(CC1)O 1-[(benzyl-amino)methyl]cyclopropan-1-ol